1,3-diethyl-pyrimidine-2,4,6(1H,3H,5H)-trione C(C)N1C(N(C(CC1=O)=O)CC)=O